N-(3-((3-chloro-6-((1-methyl-1H-pyrazol-4-yl)amino)pyrazin-2-yl)amino)-4-fluorophenyl)acrylamide ClC=1C(=NC(=CN1)NC=1C=NN(C1)C)NC=1C=C(C=CC1F)NC(C=C)=O